(3E)-14,14-dimethoxy-1,3-tetradecadiene COC(CCCCCCCCC/C=C/C=C)OC